NC=1C(=CC(=NC1Cl)C1=NC(=NC(=N1)N[C@@H](C(F)(F)F)C)N[C@@H](C(F)(F)F)C)OC 6-(5-amino-6-chloro-4-methoxypyridin-2-yl)-N2,N4-bis((R)-1,1,1-trifluoroprop-2-yl)-1,3,5-triazine-2,4-diamine